1-(8-bromopyrido[2,3-e][1,2,4]triazolo[4,3-a]pyrazin-4-yl)-N-methylazetidin-3-amine ethyl-sulfate C(C)OS(=O)(=O)O.BrC1=CC2=C(N=C(C=3N2C=NN3)N3CC(C3)NC)N=C1